NC1=C(C(=O)OC)C=CC(=C1)C1=NC=C(C=C1)F methyl 2-amino-4-(5-fluoropyridin-2-yl)benzoate